1-[(5-Chloro-1H-benzimidazol-2-yl)carbonyl]-4-methylpiperazine maleate C(\C=C/C(=O)O)(=O)O.ClC1=CC2=C(NC(=N2)C(=O)N2CCN(CC2)C)C=C1